gamma-aminopropyltriethoxysilane NCCC[Si](OCC)(OCC)OCC